C12C3=CC=CC=C3C(C(CC1)O)N2 12-Azatricyclo[6.3.1.02,7]dodeca-2,4,6-trien-9-ol